CC=1OC=C(C1C)/C=1/C(=O)OC(\C1)=O 2,3-dimethyl-furyl-maleic anhydride